tert-Butyl (S)-7-(5-((2-(azetidine-3-carboxamido)-3-(tert-butoxy)-3-oxopropyl)amino)-5-oxopentyl)-3,4-dihydro-1,8-naphthyridine-1(2H)-carboxylate N1CC(C1)C(=O)N[C@@H](CNC(CCCCC1=CC=C2CCCN(C2=N1)C(=O)OC(C)(C)C)=O)C(=O)OC(C)(C)C